C1(CC1)S(=O)(=O)N1N=CC(=C1)C1=NC=CC(=N1)NC1=NC=C(C(=C1)NC1CCC(CC1)(O)C)N1N=CC=C1 (1s,4s)-4-((2-((2-(1-(Cyclopropylsulfonyl)-1H-pyrazol-4-yl)pyrimidin-4-yl)amino)-5-(1H-pyrazol-1-yl)pyridin-4-yl)amino)-1-methylcyclohexan-1-ol